C(C)(=O)O[C@H]1C[C@@]2([C@@H]3CC[C@@H]4C[C@H](CC[C@@]4([C@H]3CC[C@@]2([C@H]1C=1COC(C1)=O)C)C)NC(=O)N1CCOCC1)O (3S,5R,8R,9S,10S,13R,14S,16S,17R)-14-hydroxy-10,13-dimethyl-3-(morpholine-4-carboxamido)-17-(5-oxo-2,5-dihydrofuran-3-yl)hexadecahydro-1H-cyclopenta[a]phenanthren-16-yl acetate